N1(CCNCC1)C=1C=C(C=CC1)C1=C(C[C@H](N)C(=O)O)C=CC=C1 2-[3-(1-piperazinyl)phenyl]-phenylalanine